1-((2-aminopyridin-4-yl)methyl)-5,5-dimethyl-3-(4-((trifluoromethyl)sulfinyl)phenyl)imidazolidine-2,4-dione NC1=NC=CC(=C1)CN1C(N(C(C1(C)C)=O)C1=CC=C(C=C1)S(=O)C(F)(F)F)=O